6-((S)-1-(5,7-Difluoro-2-((3R,4R)-4-fluoro-3-(methylamino)piperidin-1-yl)-1H-benzo[d]imidazol-1-yl)ethyl)nicotinonitril FC1=CC2=C(N(C(=N2)N2C[C@H]([C@@H](CC2)F)NC)[C@@H](C)C2=NC=C(C#N)C=C2)C(=C1)F